4-chloro-7,7-dimethyl-9-(4,4,5,5-tetramethyl-1,3,2-dioxaborolan-2-yl)indolo[1,2-a]quinazolin-5(7H)-one ClC=1C=2C(N=C3N(C2C=CC1)C1=CC=C(C=C1C3(C)C)B3OC(C(O3)(C)C)(C)C)=O